N-tert-butylethenesulfonamide C(C)(C)(C)NS(=O)(=O)C=C